C(C)(C)N1N=C(C(=C1)NC(C1=NC(=CC=C1)C=1C=NNC1)=O)C1=NC=CC=C1 N-(1-isopropyl-3-(pyridin-2-yl)-1H-pyrazol-4-yl)-6-(1H-pyrazol-4-yl)picolinamide